ClC1=C(C(=CC=C1Cl)O)C1=CC=2N(C=C1)C=C(N2)C(=O)N2CCNCC2 (7-(2,3-dichloro-6-hydroxyphenyl)imidazo[1,2-a]pyridin-2-yl)(piperazine-1-yl)methanone